acetamidodiazepine C(C)(=O)NC1=NNC=CC=C1